C1(=CC=CC=C1)N1N=C(C=C1)CC1N(CCCC1)C(=O)[O-] 2-((1-phenyl-1H-pyrazol-3-yl)methyl)piperidine-1-carboxylate